(2-fluoro-6-methoxyphenyl)pyrimidine-4-carboxylic acid FC1=C(C(=CC=C1)OC)C1=NC=CC(=N1)C(=O)O